3-(Difluoromethoxy)-5-methyl-1H-pyrazole hydrochloride Cl.FC(OC1=NNC(=C1)C)F